C(CCC)C=1C(=C(C=CC1)O)N=NC1=C(C=CC=C1)O butylazophenol